Benzotriazole phosphite ammonium salt [NH4+].P([O-])([O-])[O-].N1N=NC2=C1C=CC=C2.[NH4+].[NH4+]